C1(=CC=CC=C1)P(C1=CC=CC=C1)[C-]1C=CC=C1.[CH-]1C=CC=C1.[Fe+2] diphenylphosphino(ferrocene)